2-(5-methanesulfonyl-2-{[3-(4-{[(1R,4R)-4-{2-oxa-7-azaspiro[3.5]nonan-7-yl}cyclohexyl]amino}-1-(2,2,2-trifluoroethyl)-1H-indol-2-yl)prop-2-yn-1-yl]amino}phenoxy)acetonitrile CS(=O)(=O)C=1C=CC(=C(OCC#N)C1)NCC#CC=1N(C2=CC=CC(=C2C1)NC1CCC(CC1)N1CCC2(COC2)CC1)CC(F)(F)F